(S)-(5-(3,5-difluorophenyl)-4,5-dihydro-1H-pyrazol-1-yl)(4-(4-(3-(dimethylamino)azetidine-1-carbonyl)-5-fluoropyrimidin-2-yl)piperazin-1-yl)methanone FC=1C=C(C=C(C1)F)[C@@H]1CC=NN1C(=O)N1CCN(CC1)C1=NC=C(C(=N1)C(=O)N1CC(C1)N(C)C)F